OC[C@H]1O[C@@]2([C@@H]([C@H]([C@H]1O)N1N=NC(=C1)C1=CC(=C(C(=C1)F)F)F)O)CN(CCC2)C2=NC=NC=C2 (2r,3r,4s,5r,6r)-2-(hydroxymethyl)-8-(pyrimidin-4-yl)-4-(4-(3,4,5-trifluorophenyl)-1H-1,2,3-triazol-1-yl)-1-oxa-8-azaspiro[5.5]undecane-3,5-diol